N-(2-(((3S,4R)-4-acrylamidotetra-hydrofuran-3-yl)amino)-6-(2,6-dichloro-3,5-dimethoxyphenyl)pyrido[3,4-d]pyrimidin-8-yl)tetrahydrofuran-2-carboxamide C(C=C)(=O)N[C@@H]1[C@@H](COC1)NC=1N=CC2=C(N1)C(=NC(=C2)C2=C(C(=CC(=C2Cl)OC)OC)Cl)NC(=O)C2OCCC2